(E)-3-benzyl-1-(3-(4-fluorophenyl)allyl)-4-oxo-4H-pyrido[1,2-a]pyrimidin-1-ium-2-ol C(C1=CC=CC=C1)C1=C([N+](=C2N(C1=O)C=CC=C2)C\C=C\C2=CC=C(C=C2)F)O